C1(=CC=CC=C1)C(C#N)C1CCNCC1 2-phenyl-2-(4-piperidinyl)acetonitrile